C(CCC(=O)O)(=O)O Succinic Acid